NC=1C(=C(C=C2C=C(N=CC12)NC(OC1CC(C1)S(=O)(=O)C)=O)C1=C(C2=C(OCCN2)N=C1)C)F (1s,3s)-3-(Methylsulfonyl)cyclobutyl (8-amino-7-fluoro-6-(8-methyl-2,3-dihydro-1H-pyrido[2,3-b][1,4]oxazin-7-yl)isoquinolin-3-yl)carbamate